(R)-(2-cyclopropyl-4-(1-(3-trifluoromethylphenyl)ethylamino)quinazolin-6-yl)dimethylphosphine oxide C1(CC1)C1=NC2=CC=C(C=C2C(=N1)N[C@H](C)C1=CC(=CC=C1)C(F)(F)F)P(C)(C)=O